FC(C1=C(CNS(=O)(=O)C2=CC=C(C)C=C2)C=CC=C1)(F)F N-(2-trifluoromethylbenzyl)p-toluenesulfonamide